N-(4-chlorophenyl)-4-methyl-5-(quinolin-5-yl)nicotinamide ClC1=CC=C(C=C1)NC(C1=CN=CC(=C1C)C1=C2C=CC=NC2=CC=C1)=O